C(C)(C)(C)C=1C=CC(=NC1)N(CC1=CC=C(C=C1)OC)CC1=CC=C(C=C1)OC 5-tert-butyl-N,N-bis[(4-methoxyphenyl)methyl]pyridin-2-amine